C(#N)C1=C(C=C(C=C1)NC([C@@](CN1CCC2=CC(=C(C=C12)F)F)(C)O)=O)C(F)(F)F (S)-N-(4-cyano-3-(trifluoromethyl)phenyl)-3-(5,6-difluoroindolin-1-yl)-2-hydroxy-2-methylpropanamide